2-(2-methoxy-2-oxoethoxy)acetic acid COC(COCC(=O)O)=O